CC1=C(C(CCC1)(C)C)/C=C/C(=O)C The molecule is an ionone that is but-3-en-2-one substituted by a 2,6,6-trimethylcyclohex-1-en-1-yl group at position 4. It has a role as an antioxidant and a fragrance.